(R)-methyl 3-benzyl-4-(3-(2,4-difluoro-3-hydroxy-5-(trifluoromethyl)phenyl)-1-methyl-1H-pyrazolo[3,4-d]pyrimidin-6-yl)piperazine-1-carboxylate C(C1=CC=CC=C1)[C@@H]1CN(CCN1C1=NC=C2C(=N1)N(N=C2C2=C(C(=C(C(=C2)C(F)(F)F)F)O)F)C)C(=O)OC